ClC1=C(C=C2C=C(N=CC2=C1)NC(=O)[C@@H]1[C@@H](C12CCOCC2)C)C2CCN(CC2)[C@@]2(COC[C@@H]2O)C (1R,2S,3R)-N-(7-chloro-6-(1-((3R,4R)-4-hydroxy-3-methyltetrahydrofuran-3-yl)piperidin-4-yl)isoquinolin-3-yl)-2-methyl-6-oxaspiro[2.5]octane-1-carboxamide